C(C)(=O)C1=CC2=C(C=C(O2)C#N)C=C1 6-acetyl-1-benzofuran-2-carbonitrile